cyclopropylmethyl cis-2-(biphenyl-3-ylmethyl)-3-((methylsulfonyl)amino)pyrrolidine-1-carboxylate C1(=CC(=CC=C1)C[C@@H]1N(CC[C@@H]1NS(=O)(=O)C)C(=O)OCC1CC1)C1=CC=CC=C1